propylbutylcyclohexane C(CC)C1(CCCCC1)CCCC